N(=[N+]=[N-])[C@@H]1COC[C@@H]([C@H]1O)N1N=NC(=C1)C1=CC(=CC=C1)F (3R,4R,5S)-3-azido-5-(4-(3-fluorophenyl)-1H-1,2,3-triazol-1-yl)tetrahydro-2H-pyran-4-ol